ClC=1C2=C(N=CN1)N(C=C2C2=C(C=CC=C2)F)C=2C=NC=C(C2)OC 4-Chloro-5-(2-fluorophenyl)-7-(5-methoxypyridin-3-yl)-7H-pyrrolo[2,3-d]pyrimidine